FC([C@@H](C1=CC=C(C=C1)F)N1N=CC(=C1)C1=CN=CC(=N1)C1=CC=2N(C=C1F)N=C(N2)N)(C)F (R)-7-(6-(1-(2,2-difluoro-1-(4-fluoro-phenyl)propyl)-1H-pyrazol-4-yl)pyrazin-2-yl)-6-fluoro-[1,2,4]triazolo[1,5-a]pyridin-2-amine